4-(6-methoxypyridin-3-yl)butanoic acid COC1=CC=C(C=N1)CCCC(=O)O